N-((5-(2-fluoro-4-(trifluoromethyl)phenyl)-1,2,4-oxadiazol-3-yl)methyl)-3-chloro-5-(trifluoromethyl)pyridine-2-carboxamide FC1=C(C=CC(=C1)C(F)(F)F)C1=NC(=NO1)CNC(=O)C1=NC=C(C=C1Cl)C(F)(F)F